CC1=CC=C(C=C1)S(=O)(=O)N1CC2(CSC2)C1 6-p-toluenesulfonyl-2-thia-6-azaspiro[3.3]heptane